2-[[3-(difluoromethyl)pyridine-2-carbonyl]amino]-4-[2-ethoxyethyl-[4-(5,6,7,8-tetrahydro-1,8-naphthyridin-2-yl)butyl]amino]butanoic acid FC(C=1C(=NC=CC1)C(=O)NC(C(=O)O)CCN(CCCCC1=NC=2NCCCC2C=C1)CCOCC)F